CC1(N(CCC1)CCNC(C1=CN=C(C(=C1)NC1=NN(C2=NC(=NC=C21)NC2=NN(N=C2)C)C)C)=O)C N-(2-(2,2-dimethylpyrrolidin-1-yl)ethyl)-6-methyl-5-((1-methyl-6-((2-methyl-2H-1,2,3-triazol-4-yl)amino)-1H-pyrazolo[3,4-d]pyrimidin-3-yl)amino)nicotinamide